carbonyl (carbonate) C1(OC(=O)O1)=O